C(=O)=C1CC=C(N=C1)OCCN1C(=NC=C1[N+](=O)[O-])C 5-carbonyl-2-(2-(2-methyl-5-nitro-1H-imidazol-1-yl)ethoxy)pyridine